C(C)(=O)[O-].C(CCC)[PH+](CCCC)CCCC tributyl-phosphonium acetate